COC1=CC=C(C=C1)N[C@@H](CC1=CC=CC=C1)C(=O)O N-4-methoxyphenyl-phenylalanine